C1N(CC2=CC=CC=C12)C(=O)C1=NC(=NC(=C1)NC1=C(C=CC=C1)OC)NC(OC(C)(C)C)=O Tert-butyl (4-(isoindoline-2-carbonyl)-6-((2-methoxyphenyl)amino)pyrimidin-2-yl)carbamate